ClC=1C=C2C=3C=C(C=C(C3NC2=CC1)CCNC(OC(C)(C)C)=O)NC=1SC2=C(N1)C=C(C(=C2)Cl)Cl tert-butyl (2-(6-chloro-3-((5,6-dichlorobenzo[d]thiazol-2-yl)amino)-9H-carbazol-1-yl)ethyl)carbamate